benzyl ((1-((1-(2-(2,6-dioxopiperidin-3-yl)-1,3-dioxoisoindolin-4-yl)piperidin-4-yl)methyl) piperidin-4-yl)methyl)carbamate O=C1NC(CCC1N1C(C2=CC=CC(=C2C1=O)N1CCC(CC1)CN1CCC(CC1)CNC(OCC1=CC=CC=C1)=O)=O)=O